6-(2,5-dihydrofuran-3-yl)-1H-pyrazolo[3,4-b]pyridin-3-amine O1CC(=CC1)C1=CC=C2C(=N1)NN=C2N